C(CCCCCC(C)C)C1(C(CCCC1)(C(=O)O)CCCCCCC(C)C)C(=O)O diisononyl-cyclohexane-1,2-dicarboxylic acid